2-Benzyl-8-(3-fluorobenzyl)-6-phenylimidazo[1,2-a]pyrazin-3(7H)-on C(C1=CC=CC=C1)C1=NC=2N(C=C(NC2CC2=CC(=CC=C2)F)C2=CC=CC=C2)C1=O